C(C)(C)C=1C(=NNC1C=1C=C(C=2N(C1)N=CN2)OC)C=2SC(=C(N2)C(F)(F)F)C2CCN(CC2)C2COC2 2-(4-isopropyl-5-(8-methoxy-[1,2,4]triazolo[1,5-a]pyridin-6-yl)-1H-pyrazol-3-yl)-5-(1-(oxetan-3-yl)piperidin-4-yl)-4-(trifluoromethyl)thiazole